CC(C)C(CC(C)C)=O 2,5-dimethyl-3-hexanone